CCCCCCCCCCCCCCCC(=O)OC[C@H](COP(=O)([O-])OCC[N+](C)(C)C)OC(=O)CCCCCCCC(=O)O 1-palmitoyl-2-azelaoyl-sn-glycero-3-phosphocholine